benzyl (2S,5R)-5-((3-(2,2-difluorocyclopropyl)-1-((2-(trimethylsilyl) ethoxy)methyl)-1H-pyrrolo[2,3-b]pyridin-4-yl)amino)-2-methylpiperidine-1-carboxylate FC1(C(C1)C1=CN(C2=NC=CC(=C21)N[C@@H]2CC[C@@H](N(C2)C(=O)OCC2=CC=CC=C2)C)COCC[Si](C)(C)C)F